4-methyl-N-((1-phenyl-1,4,5,6-tetrahydropyrrolo[3,4-c]pyrazol-3-yl)methyl)benzamide CC1=CC=C(C(=O)NCC=2C3=C(N(N2)C2=CC=CC=C2)CNC3)C=C1